3-(1-{4-{3-(2,5-bis-trifluoromethyl-benzyloxy)-phenyl}-5-cyano-2H-[1,2,3]triazol-2-yl}-ethoxycarbonyloxy)-3-methyl-butyric acid benzyl ester C(C1=CC=CC=C1)OC(CC(C)(C)OC(=O)OC(C)N1N=C(C(=N1)C1=CC(=CC=C1)OCC1=C(C=CC(=C1)C(F)(F)F)C(F)(F)F)C#N)=O